3-[2-fluoro-4-methoxy-5-(quinoxalin-5-ylmethoxy)phenyl]-2,4-dioxo-1H-thieno[3,4-d]pyrimidine-5-carboxylic acid FC1=C(C=C(C(=C1)OC)OCC1=C2N=CC=NC2=CC=C1)N1C(NC=2C(C1=O)=C(SC2)C(=O)O)=O